FC=1C=C(C2=C(C(=C(O2)C)CCNC2=CC=NC=N2)C1)C 6-[2-(5-fluoro-2,7-dimethyl-benzofuran-3-yl)-ethylamino]-pyrimidin